P(=O)([O-])([O-])[O-].[Mg+2].[Ca+2].[Li+] lithium calcium magnesium phosphate